Methyl (2S)-2-((2S)-4-methyl-2-((((1-phenylpropan-2-yl)oxy)carbonyl)amino)pentanamido)-3-((S)-2-oxopyrrolidin-3-yl)propanoate CC(C[C@@H](C(=O)N[C@H](C(=O)OC)C[C@H]1C(NCC1)=O)NC(=O)OC(CC1=CC=CC=C1)C)C